(R)-6-(2-(3-chlorophenyl)-2-hydroxyacetyl)-2-(1-(3-cyclopentylphenyl)cyclopropyl)-5,6,7,8-tetrahydropyrido[4,3-d]pyrimidin-4(3H)-one ClC=1C=C(C=CC1)[C@H](C(=O)N1CC2=C(N=C(NC2=O)C2(CC2)C2=CC(=CC=C2)C2CCCC2)CC1)O